C1(CCCCCCCCCCCCCCC1)OB(O)O cyclohexadecyl-boric acid